pyrrolo[1,2-b]pyridazine-2-carboxamide N=1N2C(C=CC1C(=O)N)=CC=C2